(S)-4-((1-(4-(2-cyclopropylpyridin-4-yl)-2,5-difluorophenyl)ethyl)amino)-2-ethyl-2,3-dihydro-1H-pyrrolo[3,4-c]pyridin-1-one C1(CC1)C1=NC=CC(=C1)C1=CC(=C(C=C1F)[C@H](C)NC1=NC=CC2=C1CN(C2=O)CC)F